C1(CCCCC1)C1=CC=C(C=C1)NC1=CC=C(CN(C(CN2CCN(CC2)C)=O)O)C=C1 N-(4-((4-cyclohexylphenyl)amino)benzyl)-N-hydroxy-2-(4-methylpiperazin-1-yl)acetamide